1-Bromononan BrCCCCCCCCC